N1N=CC2=C1C1=C(N=CN2)C=CC=C1 1,4-DIHYDROBENZO[D]PYRAZOLO[3,4-F][1,3]DIAZEPIN